rubidium iso-propoxide CC([O-])C.[Rb+]